FC(C=1C=C(C=C(C1)C(F)(F)F)C1CCC(O1)CCC(=O)O)(F)F 3-(5-(3,5-bis(trifluoromethyl)phenyl)tetrahydrofuran-2-yl)propanoic acid